7-Methoxy-1',2,2-trimethyl-2,3-dihydro-1H-spiro[pyrazolo[1,2-a]indazole-9,3'-pyrrolidine]-1,2',5'-trione COC1=CC2=C(C=C1)N1N(C(C(C1)(C)C)=O)C21C(N(C(C1)=O)C)=O